COC1=CC(=C2C=C(C(N(C2=C1)C)=O)C)N1CCN(C2=CC(=C(C=C12)S(=O)(=O)NCC1=CC=C(C=C1)OC)C=C)C 4-(7-methoxy-1,3-dimethyl-2-oxo-1,2-dihydroquinolin-5-yl)-N-(4-methoxybenzyl)-1-methyl-7-vinyl-1,2,3,4-tetrahydroquinoxaline-6-sulfonamide